FC(S(=O)(=O)OC1=CC=CC2=C1CC(O2)COC2=CC(=C(C=C2)F)F)(F)F ((3,4-Difluorophenoxy)methyl)-2,3-dihydrobenzofuran-4-yl trifluoromethanesulfonate